N-(prop-2-yn-1-yl)tetradecanamide C(C#C)NC(CCCCCCCCCCCCC)=O